C1CCC2=C(C=3CCCC3C=C12)NC(=O)NS(=O)(=O)C=CC1N(CCC1)S(=O)(=O)C=1C=NC=CC1 N-((1,2,3,5,6,7-hexahydro-S-indacen-4-yl)carbamoyl)-2-(1-(pyridin-3-ylsulfonyl)-pyrrolidin-2-yl)ethenesulfonamide